7-bromo-2-chloro-8-fluoro-6-iodo-quinazolin-4-ol BrC1=C(C=C2C(=NC(=NC2=C1F)Cl)O)I